bis(carboxymethoxy)-1,1'-binaphthyl C(=O)(O)COC=1C(=C(C2=CC=CC=C2C1)C1=CC=CC2=CC=CC=C12)OCC(=O)O